2-(5,7-difluoro-1H-indol-3-yl)-N-ethyl-N-methyl-2-oxoacetamide FC=1C=C2C(=CNC2=C(C1)F)C(C(=O)N(C)CC)=O